C(C(=C)C)(=O)OCCNC(C(=C1C2=CC=CC=C2SC=2C=CC=CC12)C#N)=O 2-(2-cyano-2-(9H-thioxanthen-9-ylidene)acetamido)-ethyl methacrylate